NC=1N=C(C2=C(N1)C=C(C=N2)C2=CC(NC=C2C(=O)N2CCCCC2)=O)N[C@@](CO)(CCCC)C (R)-4-(2-amino-4-((1-hydroxy-2-methylhexan-2-yl)amino)pyrido[3,2-d]pyrimidin-7-yl)-5-(piperidin-1-carbonyl)pyridin-2(1H)-one